bis(cyclopentadienyl)bis[2,6-difluoro-3-(N-hexyl-(2-chlorobenzoyl)amino)phenyl]titanium C1(C=CC=C1)[Ti](C1=C(C(=CC=C1F)N(CCCCCC)C(C1=C(C=CC=C1)Cl)=O)F)(C1=C(C(=CC=C1F)N(CCCCCC)C(C1=C(C=CC=C1)Cl)=O)F)C1C=CC=C1